[2H]C1=CC(=CC(=N1)C(=O)N)NC(=O)[C@@H]1O[C@]([C@H]([C@H]1C1=C(C(=C(C=C1)F)F)OC)C)(C(F)(F)F)C 6-Deuterio-4-[[(2R,3S,4S,5R)-3-(3,4-difluoro-2-methoxyphenyl)-4,5-dimethyl-5-(trifluoromethyl)tetrahydrofuran-2-carbonyl]amino]pyridin-2-carboxamid